(E)-2-(1-(furan-2-yl)ethylidene)-N-(pyridine-2-yl)hydrazine-1-carbothioamide O1C(=CC=C1)\C(\C)=N\NC(NC1=NC=CC=C1)=S